Ethyl-5-(4-bromophenyl)-1-(2,4-dichlorophenyl)-1H-pyrrole-3-carboxylate C(C)OC(=O)C1=CN(C(=C1)C1=CC=C(C=C1)Br)C1=C(C=C(C=C1)Cl)Cl